C(CCC)N(C1CC(N(C(C1)(C)C)C)(C)C)C1=NC(=NC(=N1)N(CCCC)C1CC(N(C(C1)(C)C)C)(C)C)NCCCN(CCN(CCCNC1=NC(=NC(=N1)N(CCCC)C1CC(N(C(C1)(C)C)C)(C)C)N(CCCC)C1CC(N(C(C1)(C)C)C)(C)C)C1=NC(=NC(=N1)N(CCCC)C1CC(N(C(C1)(C)C)C)(C)C)N(CCCC)C1CC(N(C(C1)(C)C)C)(C)C)C1=NC(=NC(=N1)N(CCCC)C1CC(N(C(C1)(C)C)C)(C)C)N(CCCC)C1CC(N(C(C1)(C)C)C)(C)C N,N',4,7-tetrakis{4,6-bis[N-butyl-N-(1,2,2,6,6-pentamethyl-4-piperidyl)amino]-1,3,5-triazine-2-yl}-4,7-diazadecane-1,10-diamine